CC(CCCC(C)=O)CCCCCC(CCC)C 6,12-Dimethylpentadecan-2-one